C(C)N1C(=NC2=C1C=C(C=C2)OC2=CC=C(C=C2)C)C[C@](N)(C)C(=O)N 2-{[1-ethyl-6-(4-methylphenoxy)-1H-benzoimidazole-2-yl]methyl}-L-alanine amide